OCC(C(=O)O)(C)C.BrC=1C=C2N=CC(=NC2=CC1)C=1C=NNC1 6-bromo-2-(1H-pyrazol-4-yl)quinoxaline 3-Hydroxy-2,2-dimethylpropanate